C(#C)C1=CC(=C(C=C1)CNC(=O)[C@H]1N(C[C@@H](C1)O)C(=O)[C@H](C(C)(C)C)NC(OC(C)(C)C)=O)F tert-butyl N-[(1S)-1-[(2S,4R)-2-[(4-ethynyl-2-fluoro-phenyl)methylcarbamoyl]-4-hydroxy-pyrrolidine-1-carbonyl]-2,2-dimethyl-propyl]carbamate